2-chloro-6-methyl-4-(trifluoromethyl)aniline hydrochloride Cl.ClC1=C(N)C(=CC(=C1)C(F)(F)F)C